FC1=CC(=C(C=C1C=1CCN(CC1)CC1=CC=C(C=C1)OC)NC(=O)C1=CNC(C=C1C(F)(F)F)=O)N1C[C@H](N([C@H](C1)C)C)C |r| N-[4-fluoro-5-[1-[(4-methoxyphenyl)methyl]-3,6-dihydro-2H-pyridin-4-yl]-2-[rac-(3R,5S)-3,4,5-trimethylpiperazin-1-yl]phenyl]-6-oxo-4-(trifluoromethyl)-1H-pyridine-3-carboxamide